CN(S(=O)(=O)C1=C(C(=O)O)C(=C(C(=C1F)F)F)F)C 2-(N,N-dimethylsulfamoyl)-3,4,5,6-tetrafluorobenzoic acid